5-((3-(5-((1s,3s)-3-((5-(5H-pyrido[4,3-b]indol-7-yl)pyridin-2-yl)oxy)cyclobutoxy)pyridin-2-yl)prop-2-yn-1-yl)oxy)-2-(2,6-dioxopiperidin-3-yl)isoindoline-1,3-dione C1=NC=CC=2NC=3C=C(C=CC3C21)C=2C=CC(=NC2)OC2CC(C2)OC=2C=CC(=NC2)C#CCOC=2C=C1C(N(C(C1=CC2)=O)C2C(NC(CC2)=O)=O)=O